N-((3S,4S)-1,3-dimethylpiperidin-4-yl)-6-(3-(thiophene-3-carboxamido)prop-1-yn-1-yl)-1-(2,2,2-trifluoroethyl)-1H-benzo[d]imidazole-4-carboxamide CN1C[C@@H]([C@H](CC1)NC(=O)C1=CC(=CC=2N(C=NC21)CC(F)(F)F)C#CCNC(=O)C2=CSC=C2)C